4-cyano-N'-((5-((S)-1-cyclopropylethyl)-2,3-dihydro-1H-inden-4-yl)carbamoyl)-1-isopropyl-Amyl-1H-pyrazole C(#N)C(CCC(C(C)C)N1N(CC=C1)C(NC1=C2CCCC2=CC=C1[C@@H](C)C1CC1)=O)C